2-bromo-5-nitrobenzo[d]oxazole BrC=1OC2=C(N1)C=C(C=C2)[N+](=O)[O-]